N1C(CCCC1)C(=O)N pipecolamide